Kalium palmitat C(CCCCCCCCCCCCCCC)(=O)[O-].[K+]